(S)-1-(3,4-dimethoxyphenyl)propan-2-ol COC=1C=C(C=CC1OC)C[C@H](C)O